CC1=NC(=NO1)C=1C=C(C(=O)NCCN2C(C3=CC4=C(N=CC=C4N3CC2)OCC(F)(F)F)=O)C=CC1 3-(5-methyl-1,2,4-oxadiazol-3-yl)-N-[2-[10-oxo-6-(2,2,2-trifluoroethoxy)-1,5,11-triazatricyclo[7.4.0.02,7]trideca-2,4,6,8-tetraen-11-yl]ethyl]benzamide